ClC1=C(C(=O)N2CC(CC2)C(=O)N\N=C\[C@]2([C@@H](N3C(C[C@H]3S2(=O)=O)=O)C(=O)O)C)C=CC(=C1O)O (2S,3R,5R)-3-((E)-(2-(1-(2-chloro-3,4-dihydroxybenzoyl)pyrrolidine-3-carbonyl)hydrazono)methyl)-3-methyl-7-oxo-4-thia-1-azabicyclo[3.2.0]heptane-2-carboxylic acid 4,4-dioxide